5-Amino-3-(4-(2-((5-(4-chloro-2-fluorophenyl)-1,3,4-thiadiazol-2-yl)amino)-2-oxoethyl)phenyl)-1-isopropyl-1H-pyrazole-4-carboxamide NC1=C(C(=NN1C(C)C)C1=CC=C(C=C1)CC(=O)NC=1SC(=NN1)C1=C(C=C(C=C1)Cl)F)C(=O)N